FC1=CC=C(C=C1)N1N=CC2=C1C=C1CCN(C[C@]1(C2)[C@@H](O)C=2OC(=NN2)C)S(=O)(=O)C2=CC=C(C=C2)C(F)(F)F |&1:20| (R)-(1-(4-fluorophenyl)-6-((4-(trifluoromethyl)phenyl)sulfonyl)-4,4a,5,6,7,8-hexahydro-1H-pyrazolo[3,4-g]isoquinolin-4a-yl)(5-methyl-1,3,4-oxadiazol-2-yl)-(R/S)-methanol